CC1=CC2=C(NC(=N2)C=C)C=C1C 5,6-dimethyl-2-vinyl-1H-benzimidazole